(2S,4S)-6-chloro-4-hydroxy-N-[3-(2-{[cis-3-(trifluoromethoxy)cyclobutyl]oxy}acetamido)bicyclo[1.1.1]pentan-1-yl]-3,4-dihydro-2H-1-benzopyran-2-carboxamide ClC=1C=CC2=C([C@H](C[C@H](O2)C(=O)NC23CC(C2)(C3)NC(CO[C@@H]3C[C@@H](C3)OC(F)(F)F)=O)O)C1